N1=CC(=CC2=CC=CN=C12)C=O naphthyridine-3-aldehyde